N[C@@H](C)C=1C=CC(=NC1)C(C#N)(C)C (S)-2-(5-(1-aminoethyl)pyridin-2-yl)-2-methylpropanenitrile